tert-butyl 4-amino-1-thia-8-azaspiro[4.5]decane-8-carboxylate 1,1-dioxide NC1CCS(C12CCN(CC2)C(=O)OC(C)(C)C)(=O)=O